(R)-1-(2-(3-((6-(2-Hydroxy-6-methyl-4-(trifluoromethyl)phenyl)pyridazin-3-yl)amino)piperidin-1-yl)ethyl)piperidin-4-ol OC1=C(C(=CC(=C1)C(F)(F)F)C)C1=CC=C(N=N1)N[C@H]1CN(CCC1)CCN1CCC(CC1)O